(1SR,2SR,4RS)-N-(3-(pentafluoro-lambda6-sulfanyl)benzyl)bicyclo[2.2.1]heptane-2-carboxamide FS(C=1C=C(CNC(=O)[C@@H]2[C@H]3CC[C@@H](C2)C3)C=CC1)(F)(F)(F)F |r|